C(C)N(CCCNC1=CC=C(C=C1)NC1=CC(=NN1)C1=CC(=CS1)C#N)CC 5-(5-(4-(3-(diethylamino)propylamino)phenylamino)-1H-pyrazol-3-yl)thiophene-3-carbonitrile